O[C@@H]1C=2C=CC(=NC2CC[C@@H]1[C@@H]1N2C(C3=CC=CC=C13)=CN=C2)C(=O)N (5S,6R)-5-hydroxy-6-((S)-5H-imidazo[5,1-a]isoindol-5-yl)-5,6,7,8-tetrahydroquinoline-2-carboxamide